C(C=C)(=O)N1CC(=CC1)C1=CN=C2N1C=C(C=C2N2CCN(CC2)C(C(C)C)=O)S(=O)(=O)NC2(CC2)C#N 3-(1-propenoyl-2,5-dihydro-1H-pyrrol-3-yl)-N-(1-cyanocyclopropyl)-8-(4-isobutyrylpiperazin-1-yl)imidazo[1,2-a]pyridine-6-sulphonamide